(2S,5R)-2-(N-(N-(2-chloroethyl) sulfamoyl) carbamimidoyl)-7-oxo-1,6-diazabicyclo[3.2.1]octan-6-yl hydrogen sulfate S(=O)(=O)(ON1[C@@H]2CC[C@H](N(C1=O)C2)C(NS(NCCCl)(=O)=O)=N)O